C(C)(C)(C)OC(=O)N1CCC(=CC1)C1=C2N=C(C=NC2=CC=C1)C=1C=NN(C1)C1CCNCC1 4-(3-(1-(piperidin-4-yl)-1H-pyrazol-4-yl)quinoxalin-5-yl)-3,6-dihydropyridine-1(2H)-carboxylic acid tert-butyl ester